3-(2-oxo-3,4-dihydroquinolin-1(2H)-yl)propanoic acid O=C1N(C2=CC=CC=C2CC1)CCC(=O)O